Methyl 4-(3'-((3-(ethylsulfonamido)pyrrolidin-2-yl)methyl)-[1,1'-biphenyl]-2-yl)-butanoate hydrochloride Cl.C(C)S(=O)(=O)NC1C(NCC1)CC=1C=C(C=CC1)C1=C(C=CC=C1)CCCC(=O)OC